C(#N)C=1C(=C(C=CC1)NCC1=C(C=CC=C1)NC(OCCCC)=O)F butyl (2-(((3-cyano-2-fluorophenyl)amino)methyl)phenyl)carbamate